C(C)(C)(C)OC(=O)N1CC(C(CC1)N1[C@@H]2CO[C@H](C1)C2)F 4-((1S,4S)-2-oxa-5-azabicyclo[2.2.1]hept-5-yl)-3-fluoropiperidine-1-carboxylic acid tert-butyl ester